O1COC2=C1C=CC(=C2)[C]2N[C@@H](CC1=C2NC2=CC=CC=C12)C(=O)OC methyl (S)-1-(benzo[d][1,3]dioxol-5-yl)-2,3,4,9-tetrahydro-1H-1λ3-pyrido[3,4-b]indole-3-carboxylate